C(C=C)(=O)N1[C@@H]2CN([C@@H]2CC1)C1=C(C(=NC2=CC(=CC=C12)C1=CC=CC2=CC=CC(=C12)Cl)OCC12CCCN2CCC1)CC#N 4-((1R,5R)-2-acryloyl-2,6-diazabicyclo[3.2.0]hept-6-yl)-7-(8-chloronaphthalen-1-yl)-2-((tetrahydro-1H-pyrrolizin-7a(5H)-yl)methoxy)quinoline-3-acetonitrile